ClC1=C(CCC2=CC(=CC=C12)N(C)C)C=O 1-chloro-6-(dimethylamino)-3,4-dihydronaphthalene-2-formaldehyde